N-(3-amino-5-fluoro-6-((3-methoxybenzyl)oxy)pyridin-2-yl)acetamide NC=1C(=NC(=C(C1)F)OCC1=CC(=CC=C1)OC)NC(C)=O